1-[3-({9-methoxy-2,2-dimethyl-1H,2H,3H,4H-benzo[h]1,6-naphthyridin-8-yl} oxy)propyl] pyrrolidineformate N1(CCCC1)C(=O)OCCCOC=1C(=CC=2C(=NC=C3CCC(NC23)(C)C)C1)OC